[Pt+2].CC1N(C2=CC=CC=C2C(C1)C=1C(=C(C=CC1)S(=O)(=O)NCCOCCOCC#C)[N+](=O)[O-])C(CC)=O (2-methyl-1-propionyl-1,2,3,4-tetrahydroquinolin-4-yl)-2-nitro-N-(2-(2-(prop-2-yn-1-yloxy)ethoxy)ethyl)benzenesulfonamide platinum (II)